1,5-diaminopentane bicarbonate C(O)(O)=O.NCCCCCN